C(C)(C)(C)N(C([O-])=O)[C@H](C(=O)NS(=O)(=O)C=1SC2=C(N1)C=C(C=C2)Br)[C@@H](C)OC(C)(C)C.C(CCCCCC(C)C)OOC2=C(C=CC=C2)S(=O)(=O)O.[Na+] sodium isononyloxyloxybenzenesulfonate t-butyl-((2S,3R)-1-(5-bromobenzo[d]thiazole-2-sulfonamido)-3-(tert-butoxy)-1-oxobutan-2-yl)carbamate